1-bromo-2-methyl-4-(trifluoromethylsulfonyl)benzene tert-butyl-4-[[2-(2,6-dioxo-3-piperidyl)-1,3-dioxo-isoindolin-4-yl]amino]piperidine-1-carboxylate C(C)(C)(C)OC(=O)N1CCC(CC1)NC1=C2C(N(C(C2=CC=C1)=O)C1C(NC(CC1)=O)=O)=O.BrC1=C(C=C(C=C1)S(=O)(=O)C(F)(F)F)C